BrC1=C(SC=2C1=NC(=CC2N(C(OC(C)(C)C)=O)CC=2SC=CC2)Cl)C(C[N+](=O)[O-])O tert-butyl N-[3-bromo-5-chloro-2-(1-hydroxy-2-nitro-ethyl)thieno[3,2-b]pyridin-7-yl]-N-(2-thienylmethyl)carbamate